OC1=C(C=C(C=C1)O)C1=CC=C(C=C1)C 2,5-dihydroxy-4'-methylbiphenyl